C(CCC)[Si](O[C@H]1CCN(C2=CC=CC=C12)C(=O)OC(C)(C)C)(CCCC)CCCC tert-Butyl (S)-4-((tributylsilyl)oxy)-3,4-dihydroQuinoline-1(2H)-carboxylat